2,6-Diisocyanato-methyl-cyclohexan N(=C=O)C1C(C(CCC1)N=C=O)C